N[C@@H](C(C)C)C(=O)OCCS(NC1=CC(=C(C=C1)C(NC=1C(N(C=CC1)N1CCC(CC1)(F)F)=O)=O)N1CCC2(CC2)CC1)(=O)=O 2-(N-(4-((1-(4,4-difluoropiperidin-1-yl)-2-oxo-1,2-dihydropyridin-3-yl)carbamoyl)-3-(6-azaspiro[2.5]octan-6-yl)phenyl)sulfamoyl)ethyl L-valinate